3-(2,2-dimethoxyethyl)-6-methyl-pyridine-2-carboxamide COC(CC=1C(=NC(=CC1)C)C(=O)N)OC